(R)-1-(3-((3-chloro-6-(isoxazol-4-ylamino)-1H-pyrazolo[3,4-d]pyrimidin-4-yl)thio)piperidin-1-yl)prop-2-en-1-one ClC1=NNC2=NC(=NC(=C21)S[C@H]2CN(CCC2)C(C=C)=O)NC=2C=NOC2